BrC1=C(C=C2C(=C(C=NC2=C1F)C#N)N1C[C@H](N(CC1)C(=O)[O-])C)Cl (R)-4-(7-Bromo-6-chloro-3-cyano-8-fluoroquinolin-4-yl)-2-methylpiperazine-1-carboxylate